1-(((3-cyclopropylpyridin-2-yl)oxy)methyl)-N-(1-methylpiperidin-4-yl)cyclobutane-1-carboxamide C1(CC1)C=1C(=NC=CC1)OCC1(CCC1)C(=O)NC1CCN(CC1)C